1,3-dimethyl-5H,7H-pyrazolo[3,4-d]pyrimidine-4,6-dione CN1N=C(C2=C1NC(NC2=O)=O)C